C(C)(C)(C)OC(=O)N1CC2CCC(C1)N2 tert-butyl-3,8-diazabicyclo[3.2.1]octane-3-carboxylate